6-{[(3R)-1-(5-{4-[(1,1-dioxidothiomorpholin-4-yl)methyl]phenyl}pyrazin-2-yl)pyrrolidin-3-yl]methyl}-2,5,7-trimethyl[1,2,4]triazolo[1,5-a]pyrimidine O=S1(CCN(CC1)CC1=CC=C(C=C1)C=1N=CC(=NC1)N1C[C@@H](CC1)CC=1C(=NC=2N(C1C)N=C(N2)C)C)=O